4-Chloro-5-fluoropyrimidin-2-ol ClC1=NC(=NC=C1F)O